OC1(CN(CCOC1)C(=O)OC(C)(C)C)CCCO tert-butyl 6-hydroxy-6-(3-hydroxypropyl)-1,4-oxazepane-4-carboxylate